(1R,4R)-4-((4-((6-(2-hydroxypropan-2-yl)pyridin-2-yl)amino)-5-methylthieno[2,3-d]pyrimidin-2-yl)amino)cyclohexan-1-ol OC(C)(C)C1=CC=CC(=N1)NC=1C2=C(N=C(N1)NC1CCC(CC1)O)SC=C2C